(±)-1-(4-chlorophenyl)-3-(7-(6-fluoroquinolin-4-yl)spiro[3.5]nonan-2-yl)urea ClC1=CC=C(C=C1)NC(=O)NC1CC2(C1)CCC(CC2)C2=CC=NC1=CC=C(C=C21)F